3-(methylsulfonyl)propan-1-ol CS(=O)(=O)CCCO